C1=NC=C(C2=CC=CC=C12)C=O 4-IsoquinolineFormaldehyde